OC[C@@H](C(=O)O)C (S)-3-hydroxyisobutyric acid